S(N)(OC[C@@H]1[C@H](C[C@@H](C1)NC1=NC=NC=C1C(=O)C=1SC=C(C1)CC=1OC(=CC1)C)O)(=O)=O [(1R,2S,4R)-2-hydroxy-4-{[5-({4-[(5-methyl-2-furyl)methyl]-2-thienyl}carbonyl)pyrimidin-4-yl]amino} cyclopentyl]methyl sulfamate